1-(5-(difluoromethyl)-1,3,4-thiadiazol-2-yl)-N-(3-methyloxetan-3-yl)-4-(4-methylpiperazin-1-yl)-1H-indazole-6-sulfonamide FC(C1=NN=C(S1)N1N=CC2=C(C=C(C=C12)S(=O)(=O)NC1(COC1)C)N1CCN(CC1)C)F